NC1=NC(=CC(=C1)C=1C=C(C=CC1C)NC(=O)N1C[C@@H](CC1)CC(F)(F)F)N1CCOCC1 (3S)-N-[3-[2-amino-6-(morpholin-4-yl)pyridin-4-yl]-4-methylphenyl]-3-(2,2,2-trifluoroethyl)pyrrolidine-1-carboxamide